COC[C@@H](C)O (R)-1-methoxy-2-propanol